N-(2-ethylhexyl)-3-(3-fluorophenyl)propenamide C(C)C(CNC(C=CC1=CC(=CC=C1)F)=O)CCCC